C(C)(C)(C)OC(=O)N1CC2(C1)CNCC2F.C2(CC2)C2=NC=C(C(=C2)C=2NC1=CC=C(C=C1C2C(C)C)C2CCN(CC2)C(CN(C)C)=O)F 1-(4-(2-(2-cyclopropyl-5-fluoropyridin-4-yl)-3-isopropyl-1H-indol-5-yl)piperidin-1-yl)-2-(dimethylamino)ethanone tert-Butyl-8-fluoro-2,6-diazaspiro[3.4]octane-2-carboxylate